BrC=1C(=CC=2C(C3=CC=CC=C3C2C1)(C)C)C 3-bromo-2,9,9-trimethyl-9H-fluorene